COCCN1NC2=CC=CC=C2C1 2-(methoxyethyl)-1H-indazole